Cl.N[C@H]1[C@@H](CCC1)NC(=O)C1=CN(CCS1)C1=C2N=CNC2=NC=N1 N-((1R,2R)-2-aminocyclopentyl)-4-(9H-purin-6-yl)-3,4-dihydro-2H-1,4-thiazine-6-carboxamide hydrochloride